5-(1-(2,2-difluoroethyl)-1H-benzo[d]imidazol-6-yl)-6-fluoro-4-methoxy-N-(1-(oxetan-3-yl)piperidin-4-yl)pyrrolo[2,1-f][1,2,4]triazin-2-amine FC(CN1C=NC2=C1C=C(C=C2)C=2C(=CN1N=C(N=C(C12)OC)NC1CCN(CC1)C1COC1)F)F